O=C1NC(CCC1N1C(C2=CC=CC(=C2C1)SCCCCCC(=O)NC)=O)=O 6-((2-(2,6-dioxopiperidin-3-yl)-1-oxoisoindolin-4-yl)thio)-N-methylhexanamide